[Si](C)(C)(C(C)(C)C)O[C@@H]1[C@@H](CCC1)N(C)CC=1C=C(C2=C(N=C(O2)C=2C=C(C=CC2)C2=C(C=C(C=C2)F)C2=NN=CN2C)C1)OC (1R,2S)-2-((tert-Butyldimethylsilyl)oxy)-N-((2-(4'-fluoro-2'-(4-methyl-4H-1,2,4-triazol-3-yl)-[1,1'-biphenyl]-3-yl)-7-methoxybenzo[d]oxazol-5-yl)methyl)-N-methylcyclopentan-1-amine